N[C@H]1CN(CCC1)C(=O)C1=CC2=C(N(C(=N2)C=2N(C3=C(C(=CC=C3C2)OC)OC)CC)C)C=C1 (R)-(3-Aminopiperidin-1-yl)(2-(1-ethyl-6,7-dimethoxy-1H-indol-2-yl)-1-methyl-1H-benzo[d]imidazol-5-yl)methanon